4-(4-(neopentyloxy)phenyl)butan-1-ol C(C(C)(C)C)OC1=CC=C(C=C1)CCCCO